(E)-3-(1H-Indazol-6-yl)-N-(7-methyl-2,3-dihydro-1H-inden-1-yl)acrylamid N1N=CC2=CC=C(C=C12)/C=C/C(=O)NC1CCC2=CC=CC(=C12)C